C(CCCC)C1CCC(CC1)C1CCC(CC1)OC(C1=CC=C(C=C1)\C=C\C(=O)OCCC1=C(C=C(C=C1)N)N)=O [4-(4-pentylcyclohexyl)cyclohexyl]4-[(E)-3-[2-(2,4-diaminophenyl)ethoxy]-3-oxo-prop-1-enyl]benzoate